ClC=1C(=CC(=NC1)C(=O)NCC)NC1=CC2=C(N(C(N2CCC(C)(C)O)=O)C)C=C1 5-chloro-N-ethyl-4-[[3-(3-hydroxy-3-methyl-butyl)-1-methyl-2-oxo-benzoimidazol-5-yl]amino]pyridine-2-carboxamide